2-(1H-pyrazol-4-yl)[1,2,4]triazolo[1,5-c]quinazolin-5(6H)-one N1N=CC(=C1)C1=NN2C(NC=3C=CC=CC3C2=N1)=O